CCCCCCCCCCCCCCCCCCCCCCCCCCC([C@@H](CCCCCCCCCCCCCCCC1CC1CCCCCCCCCCC2CC2CCCCCCCCCCCCCCCCCC)O)C(=O)OC[C@@H]3[C@H]([C@@H]([C@H]([C@H](O3)O[C@@H]4[C@@H]([C@H]([C@@H]([C@H](O4)COP(=O)(O)O)O)O)O)O)O)O The molecule is a trehalose monomycolate that is alpha,alpha-trehalose 6-phosphate carrying an additional mycolyl substituent at position 6'. It is a trehalose monomycolate, a monoacyl alpha,alpha-trehalose and a trehalose phosphate.